NC=1C2=C(N=CN1)N(C(=C2C2=CC=C(C=C2)OC2=NC(=CC=C2)C)C=2[C@@H](N(CC2)C(C(=C)C)=O)C)C (S)-1-(3-(4-amino-7-methyl-5-(4-((6-methylpyridin-2-yl)oxy)phenyl)-7H-pyrrolo[2,3-d]pyrimidin-6-yl)-2-methyl-2,5-dihydro-1H-pyrrol-1-yl)-2-methylprop-2-en-1-one